3-(3,4-difluoro-2-methoxy-phenyl)-4,5,5-trimethyl-tetrahydrofuran-2-carboxylic acid FC=1C(=C(C=CC1F)C1C(OC(C1C)(C)C)C(=O)O)OC